C(C)(C)OC(=O)NNC(=O)OC(C)C di-(isopropoxycarbonyl)hydrazine